FC=1C=C2C(=NC(=NC2=C(C1C1=C2C=NNC2=CC(=C1\C=C/C)C)F)OC[C@]12CCCN2C[C@@H](C1)F)N1CCOC[C@](C1)(O)C (6S)-4-(6,8-Difluoro-2-(((2R,7aS)-2-fluorotetrahydro-1H-pyrrolizin-7a(5H)-yl)methoxy)-7-(6-methyl-5-((Z)-prop-1-en-1-yl)-1H-indazol-4-yl)quinazolin-4-yl)-6-methyl-1,4-oxazepan-6-ol